CNC(=S)NC(C(C1=NC=CC(=C1)C(F)(F)F)C1=CC=CC=C1)=O N-(methylaminothiocarbonyl)-2-phenyl-2-(4-(Trifluoromethyl)-2-pyridyl)acetamide